tri-n-butylamine C(CCC)N(CCCC)CCCC